FC=1C=CN2N=C(C=C(C21)[C@H]2[C@@H](C2)C(F)(F)F)C=2C(NC(NC2)=O)=O 5-(5-fluoro-4-((1R,2R)-2-(trifluoromethyl)cyclopropyl)pyrrolo[1,2-b]pyridazine-2-yl)pyrimidine-2,4(1H,3H)-dione